CC1=C(C=NC(=C1)C(CC)=O)C1=CC2=C(C=3N=COC31)SC(=N2)NC(=O)C2CC2 N-(5-(4-methyl-6-propionylpyridin-3-yl)thiazolo[4',5':5,6]benzo[1,2-d]oxazol-2-yl)cyclopropanecarboxamide